C(CCCOCCOCCOCCOCCCCCCCCCC)S(=O)(=O)[O-].[Na+] sodium 5,8,11,14-tetraoxatetracosane-1-sulfonate